C12(CC3CC(CC(C1)C3)C2)C=2C=C(C=CC2OCC(=O)O)C2=CC=C(C=C2)C=CC(=O)O 3-(3'-Adamantan-1-yl-4'-carboxymethoxy-biphenyl-4-yl)-acrylic acid